2,2'-{[(2S)-6-amino-1-({2-[(α-D-mannopyranosyl)oxy]ethyl}amino)-1-oxohexan-2-yl]azanediyl}bis(N-{2-[(α-D-mannopyranosyl)oxy]ethyl}acetamide) NCCCC[C@@H](C(=O)NCCO[C@@H]1[C@@H](O)[C@@H](O)[C@H](O)[C@H](O1)CO)N(CC(=O)NCCO[C@@H]1[C@@H](O)[C@@H](O)[C@H](O)[C@H](O1)CO)CC(=O)NCCO[C@@H]1[C@@H](O)[C@@H](O)[C@H](O)[C@H](O1)CO